C[C@@H]1CN(C[C@H]2N1CC1=CC(=CC=C21)N[C@H]2CNCCOC2)C2=C1C=CC=NC1=C(C=C2)C#N 5-[(4R,10bS)-4-methyl-8-[[(6S)-1,4-oxazepan-6-yl]amino]-3,4,6,10b-tetrahydro-1H-pyrazino[2,1-a]isoindol-2-yl]quinoline-8-carbonitrile